C12N(CCC2NC1)C1=CC=2C(=C(N=NC2N[C@H](C)C2=C(C(=CC=C2)C(F)(F)F)F)C)C=N1 7-(2,6-diazabicyclo[3.2.0]heptan-2-yl)-N-((R)-1-(2-fluoro-3-(trifluoromethyl)phenyl)ethyl)-4-methylpyrido[3,4-d]pyridazin-1-amine